Methyl 5-(methylamino)-6-(3-methylimidazo[4,5-c]pyridin-7-yl)-3-(2,3,5-trifluoro-4-morpholino-anilino)pyrazine-2-carboxylate CNC=1N=C(C(=NC1C=1C2=C(C=NC1)N(C=N2)C)C(=O)OC)NC2=C(C(=C(C(=C2)F)N2CCOCC2)F)F